aminothiazoleamide NC=1N=C(SC1)C(=O)N